C(C)C1=NN(C(N1C)=O)C1=CC(=C(C(=O)NC2=C(C=CC=C2)OC)C=C1F)O[C@@H](C)CCC 4-(3-ethyl-4-methyl-5-oxo-4,5-dihydro-1H-1,2,4-triazol-1-yl)-5-fluoro-N-(2-methoxyphenyl)-2-[(2S)-pentan-2-yloxy]benzamide